CN1N=CC(=C1)NC1=CC=CC=C1 (1-methyl-1H-pyrazol-4-yl)aniline